1-(5-tert-butyl-2H-pyrazol-3-yl)-3-[4-(5-fluoro-benzoimidazol-1-yl)-phenyl]-urea C(C)(C)(C)C=1C=C(NN1)NC(=O)NC1=CC=C(C=C1)N1C=NC2=C1C=CC(=C2)F